BrC=1C=C2CCC3(SC=CS3)C2=CC1C#N 5-bromo-2,3-dihydrospiro[indene-1,2'-[1,3]dithiolene]-6-carbonitrile